FC1=C(OCCCC2=C(N=CS2)C(=O)O)C=CC(=C1)C#CCNCCCC#C 5-[3-(2-fluoro-4-{3-[(pent-4-yn-1-yl)amino]Prop-1-yn-1-yl}phenoxy)propyl]-1,3-thiazole-4-carboxylic acid